tert-Butylamine C(C)(C)(C)N